(1R,3S)-cyclopent-4-ene-1,3-diol [C@H]1(C[C@@H](C=C1)O)O